C1(CCC2=CC=CC=C12)=O indan-1-one